C(C)(=O)C1=NN(C2=CC=C(C=C12)C=1C=NC(=NC1)C)CC(=O)N1[C@@H](C[C@H](C1)F)[C@H](CC1=NC(=CC=C1)Br)O 2-(3-acetyl-5-(2-methylpyrimidin-5-yl)-1H-indazol-1-yl)-1-((2S,4R)-2-((S)-2-(6-bromopyridin-2-yl)-1-hydroxyethyl)-4-fluoropyrrolidin-1-yl)ethan-1-one